methyl 4-methyl-3-(4,6,7-trimethyl-3-oxo-3,4-Dihydroquinoxaline-2-carboxamido)benzoate CC1=C(C=C(C(=O)OC)C=C1)NC(=O)C1=NC2=CC(=C(C=C2N(C1=O)C)C)C